NC1=NC=2C=CC=CC2C2=C1N=C(N2OC(CCCNC(C(=C)C)=O)CCCC)COCC N-(4-(4-amino-2-(ethoxymethyl)-1H-imidazo[4,5-c]quinolin-1-yloxy)octyl)methacrylamide